Diethyl 2,6-dimethyl-4-[2-[(E)-3-[(2-methylpropan-2-yl)oxy]-3-oxoprop-1-enyl] phenyl]-1,4-dihydropyridin-3,5-dicarboxylat CC=1NC(=C(C(C1C(=O)OCC)C1=C(C=CC=C1)\C=C\C(=O)OC(C)(C)C)C(=O)OCC)C